tert-butyl(methyl(4-((5-(4-methyl-1-(3,3,3-trifluoro-2-hydroxy-2-(trifluoromethyl)propyl)-1H-indazol-5-yl)-2,6-naphthyridin-3-yl)amino)phenyl)(oxo)-λ6-sulfaneylidene)carbamate C(C)(C)(C)OC(N=S(=O)(C1=CC=C(C=C1)NC=1N=CC2=CC=NC(=C2C1)C=1C(=C2C=NN(C2=CC1)CC(C(F)(F)F)(C(F)(F)F)O)C)C)=O